CO[Na] (methoxy)sodium